bromo-5-isopropenyl-1-[4-(trifluoromethoxy)phenyl]pyrazole BrC1=NN(C(=C1)C(=C)C)C1=CC=C(C=C1)OC(F)(F)F